C=1(C(=CC=CC1)O)C 2-Toluol